C1(=CC=CC=C1)[C@H](CC)N (1S)-1-phenylpropan-1-amine